OC1=C(C=O)C=C(C(=C1)C)C=1C(=NC(=NC1)NC1=C(C=C(C=C1)N1CCC(CC1)N1CCN(CC1)C)OC)NC1=CC=CC=C1 2-hydroxy-5-[2-({2-methoxy-4-[4-(4-methylpiperazin-1-yl)piperidin-1-yl]phenyl}amino)-4-(phenylamino)pyrimidin-5-yl]-4-methylbenzaldehyde